2,2',2''-(1,4,7-triazonane-1,4,7-triyl)triacetamide N1(CCN(CCN(CC1)CC(=O)N)CC(=O)N)CC(=O)N